propyl (S)-2-amino-3-tertiary-butoxypropionate N[C@H](C(=O)OCCC)COC(C)(C)C